N-(4-(5-cyanopyridin-3-yl)phenyl)-2-(2-(cyclopropanesulfonamido)thiazol-4-yl)-N,2-dimethylpropanamide C(#N)C=1C=C(C=NC1)C1=CC=C(C=C1)N(C(C(C)(C)C=1N=C(SC1)NS(=O)(=O)C1CC1)=O)C